FC1=C2CCN(CC2=CC=C1)C1CCN(CC1)CC1=CC(=CC=C1)F 5-fluoro-2-(1-(3-fluorobenzyl)piperidin-4-yl)-1,2,3,4-tetrahydroisoquinoline